7-{[4-(difluoromethoxy)phenyl]methyl}-3-(difluoromethyl)-1-[(2-methoxyethyl)amino]-5,6,7,8-tetrahydro-2,7-naphthyridine-4-carbonitrile FC(OC1=CC=C(C=C1)CN1CCC=2C(=C(N=C(C2C1)NCCOC)C(F)F)C#N)F